COC(=O)C1=CC=C(C=C1)C(C(=O)O)CC(C(=O)O)C1=CC=C(C=C1)OC 2-(4-(methoxycarbonyl)phenyl)-4-(4-methoxyphenyl)pentanedioic acid